OC[C@H]1CN(CC1)C1=CC=C(C=C1)N1C(NC(CC1)=O)=O |r| rac-1-{4-[(3R)-3-(hydroxymethyl)pyrrolidin-1-yl]phenyl}-1,3-diazinane-2,4-dione